CC1=CC=C(C=C1)S(=O)(=O)O.N1CC(C1)C=1C=CC(=NC1)OC1=CC=C(C=C1)Cl 5-(azetidin-3-yl)-2-(4-chlorophenoxy)pyridine 4-methylbenzenesulfonate